(2S,3S)-3-CYCLOPROPYLHEX-5-ENE-2-SULFONAMIDE C1(CC1)[C@@H]([C@H](C)S(=O)(=O)N)CC=C